2,5-dimethyltetrahydropyran CC1OCC(CC1)C